3-(8-(4-(azepan-1-ylmethyl)phenethyl)-2-methyl-4-oxoquinazolin-3(4H)-yl)piperidine-2,6-dione N1(CCCCCC1)CC1=CC=C(CCC=2C=CC=C3C(N(C(=NC23)C)C2C(NC(CC2)=O)=O)=O)C=C1